(2-carbonylethyl)phosphine hydrochloride Cl.C(=O)=CCP